N(=[N+]=[N-])[C@@H]1[C@H]([C@H]([C@H]([C@@H](C1)N=[N+]=[N-])CC(=O)[O-])O)O[C@H]1O[C@@H](CC[C@H]1N=[N+]=[N-])CN(C(=O)OCC1=CC=CC=C1)CC1=CC=CC=C1 [(1S,2S,3R,4S,6R)-4,6-diazido-3-[(2R,3R,6S)-3-azido-6-[[benzyl(benzyloxycarbonyl) amino]methyl]tetrahydropyran-2-yl]oxy-2-hydroxy-cyclohexyl]acetate